N-(4-acetamidophenylethyl)-1-(tert-butyl)-4-(3-(trifluoromethyl)phenoxy)-1H-pyrazole-5-carboxamide C(C)(=O)NC1=CC=C(C=C1)CCNC(=O)C1=C(C=NN1C(C)(C)C)OC1=CC(=CC=C1)C(F)(F)F